N-dodecanoyl-L-leucine C(CCCCCCCCCCC)(=O)N[C@@H](CC(C)C)C(=O)O